(2-(oxetan-3-yl)-2H-pyrazolo[4,3-b]Pyridin-5-yl)methanol O1CC(C1)N1N=C2C(N=C(C=C2)CO)=C1